FC=1C(=C(C=CC1F)C(=O)N1CC(C1)(O)CN1CCC(CC1)O)NC1=C(C=C(C=C1)I)F 1-{[1-({3,4-difluoro-2-[(2-fluoro-4-iodophenyl)amino]phenyl}carbonyl)-3-hydroxyazetidin-3-yl]methyl}piperidin-4-ol